FC=1C(N(C2=CC=CC=C2N1)C)=O fluoro-1-methylquinoxalinone